4-methoxy-3-(5-(4-((2-(trimethylsilyl)ethoxy)methyl)-4H-1,2,4-triazol-3-yl)pyridin-3-yl)phenyl cyclopentylcarbamate C1(CCCC1)NC(OC1=CC(=C(C=C1)OC)C=1C=NC=C(C1)C1=NN=CN1COCC[Si](C)(C)C)=O